C(C)(C)(C)C1(N(CC2=CC=CC=C12)C(=O)OCCN1CC(C1)S(=O)(=O)C1=CC2=C(N(C(=N2)CC(C)(C)C)CCN(C)C)C=C1)C=1N(C=CN1)C=1C=C(C=CC1)C 2-[3-({1-[2-(dimethylamino)ethyl]-2-(2,2-dimethylpropyl)-1H-1,3-benzodiazol-5-yl}sulfonyl)azetidin-1-yl]ethan-1-ol tert-butyl-1-(1-(m-tolyl)-1H-imidazol-2-yl)isoindoline-2-carboxylate